dihydro-1,2-benziodoxol-3(1H)-one [IH]1OC(C2C1=CC=CC2)=O